S1C=2N(C=C1)C=CN2 Imidazolo[2,1-b]thiazole